1-[3-fluoro-5-(2-aminoethylamino)phenyl]-3-(5-fluoro-2-hydroxymethylphenyl)urea FC=1C=C(C=C(C1)NCCN)NC(=O)NC1=C(C=CC(=C1)F)CO